FC=1C=C(C=CC1F)NC(=O)C=1C(=C(N2CCCCC12)C(C(=O)N[C@H](C)C1=NC(=NO1)C)=O)C (R)-N-(3,4-difluorophenyl)-2-methyl-3-(2-((1-(3-methyl-1,2,4-oxadiazol-5-yl)ethyl)amino)-2-oxoacetyl)-5,6,7,8-tetrahydroindolizine-1-carboxamide